rel-((1R,4R,5R)-5-((4-(2-aminopropan-2-yl)-6-(4-fluorophenyl)pyridin-2-yl)oxy)-2-azabicyclo[2.2.0]hexan-2-yl)(4-ethyl-2-(pyrimidin-2-yl)thiazol-5-yl)methanone NC(C)(C)C1=CC(=NC(=C1)C1=CC=C(C=C1)F)O[C@H]1[C@@H]2CN([C@@H]2C1)C(=O)C1=C(N=C(S1)C1=NC=CC=N1)CC |o1:18,19,22|